4-[5-(1-aminoethyl)pyridin-2-yl]-3-(5-cyclopropyl-2-methylpyrazol-3-yl)oxybenzonitrile NC(C)C=1C=CC(=NC1)C1=C(C=C(C#N)C=C1)OC=1N(N=C(C1)C1CC1)C